BrC1=CC=C(C=C1)OCC(C)(C)OC 1-bromo-4-(2-methoxy-2-methylpropyloxy)benzene